C(C=C)(=O)N1C(CN(CC1)C1=NC(=NC=2CC(CCC12)N1CCC2=CC=CC=C12)N1CC(C1)N1CCN(CC1)C)CC#N 2-(1-acryloyl-4-(7-(indolin-1-yl)-2-(3-(4-methylpiperazin-1-yl)azetidin-1-yl)-5,6,7,8-tetrahydroquinazolin-4-yl)piperazin-2-yl)acetonitrile